1-[3-acetyl-6-[6-(3-methyl-6,7-dihydropyridazino[4,3-b][1,4]oxazin-8-yl)imidazo[4,5-c]pyridin-3-yl]-2-pyridyl]-5-methyl-pyrazole-3-carbonitrile C(C)(=O)C=1C(=NC(=CC1)N1C=NC2=C1C=NC(=C2)N2C1=C(OCC2)C=C(N=N1)C)N1N=C(C=C1C)C#N